3,4-dihydroxy-2,5-diiodobenzyl alcohol OC=1C(=C(CO)C=C(C1O)I)I